C(#N)C12CC(C1)(C2)NS(=O)(=O)C2=C(C=CC(=C2)OC2=C(C=C(C=C2Cl)N2N=C(C(NC2=O)=O)C(F)F)Cl)OC N-(3-cyanobicyclo[1.1.1]pent-1-yl)-5-(2,6-dichloro-4-(6-(difluoromethyl)-3,5-dioxo-4,5-dihydro-1,2,4-triazin-2(3H)-yl)phenoxy)-2-methoxybenzenesulfonamide